5-chloro-N-(2-(4-((3,5-difluoro-4-(trifluoromethoxy)benzyl)amino)butoxy)ethyl)-6-(4H-1,2,4-triazol-4-yl)-1H-indazol-4-amine ClC1=C(C=2C=NNC2C=C1N1C=NN=C1)NCCOCCCCNCC1=CC(=C(C(=C1)F)OC(F)(F)F)F